tert-butyl (2S,6R)-4-[8-[(8-ethoxy-2-methyl-imidazo[1,2-a]pyridin-6-yl)carbamoyl]pyrido[3,4-b]pyrazin-5-yl]-2,6-dimethyl-piperazine-1-carboxylate C(C)OC=1C=2N(C=C(C1)NC(=O)C1=CN=C(C3=NC=CN=C31)N3C[C@@H](N([C@@H](C3)C)C(=O)OC(C)(C)C)C)C=C(N2)C